NC1=CC=C(C=C1)C1=CC(=NN1)NC1=CC=C(C=C1)NCCC N1-(5-(4-aminophenyl)-1H-pyrazol-3-yl)-N4-propylbenzene-1,4-diamine